COC1=C(C=C(C=N1)C=1CN(CCC1)C(=O)OC(C)(C)C)C tert-butyl 6'-methoxy-5'-methyl-5,6-dihydro-[3,3'-bipyridine]-1(2H)-carboxylate